FC(OC1=C(C(=O)O)C=C(C=C1)F)F 2-(difluoromethoxy)-5-fluorobenzoic acid